O=C(CCCCCCCC(=O)OC(CCCCCCCC)CCCCCCCC)CCCCCCCC(=O)OCC(CCCCCCC)C 1-(heptadecan-9-yl) 17-(2-methylnonyl) 9-oxoheptadecanedioate